COC1=CC=C2/C(/C(NC2=C1)=O)=N/NC(NC1=C(C=CC=C1)OC)=S (Z)-2-(6-methoxy-2-oxoindolin-3-ylidene)-N-(2-methoxyphenyl)hydrazine-1-carbothioamide